trans-1-tert-butyl 4-ethyl 3-aminopiperidine-1,4-dicarboxylate N[C@@H]1CN(CC[C@H]1C(=O)OCC)C(=O)OC(C)(C)C